[N+](=O)([O-])C1=CC=C2CCN(C2=C1)C(CCCCCCCCCC(=O)O)=O 11-(6-nitroindolin-1-yl)-11-oxoundecanoic acid